{2-[4-(3,5-dichlorophenylamino)-phenyl]-acetylamino}acetic acid ClC=1C=C(C=C(C1)Cl)NC1=CC=C(C=C1)CC(=O)NCC(=O)O